ClC=1C=C(C=C2C=NN(C12)CCCl)C(C)(C)C1=CC=C(C=C1)C#CC=1C=NC(=NC1)N=[SH2]1CCCC1 1-((5-((4-(2-(7-chloro-1-(2-chloroethyl)-1H-indazol-5-yl)propan-2-yl)phenyl)ethynyl)pyrimidine-2-yl)imino)tetrahydro-1H-1λ6-thiophene